O=C1NC(CCC1N1C(N(C2=C1C=CC(=C2)C2CCN(CC2)S(=O)(=O)NC(OC(C)(C)C)=O)C)=O)=O Tert-butyl N-[[4-[1-(2,6-dioxo-3-piperidyl)-3-methyl-2-oxo-benzimidazol-5-yl]-1-piperidyl]sulfonyl]carbamate